(2S,3S)-3-((4-((5-fluoroquinolin-6-yl)amino)-7-(1-methyl-1H-pyrazol-4-yl)quinazolin-5-yl)oxy)butan-2-ol FC1=C2C=CC=NC2=CC=C1NC1=NC=NC2=CC(=CC(=C12)O[C@H]([C@H](C)O)C)C=1C=NN(C1)C